2-(3-phenylphenyl)ethan-1-ol C1(=CC=CC=C1)C=1C=C(C=CC1)CCO